2,4-dichloro-5,6-dihydropyrido[4,3-b]pyridin-5-one ClC1=CC(=C2C(=N1)C=CNC2=O)Cl